ClC=1C=C2C(=C(C=NC2=CC1)C1CCSCC1)NC1=C(C(=O)O)C=CC=C1 2-[(6-chloro-3-tetrahydrothiopyran-4-yl-4-quinolyl)amino]benzoic acid